C[C@H]1N(CCN(C1=O)C)CCOC1=CC=C(C=C1)NC(NCC(=O)NC1=CC=C(C=C1)N[C@@H]1C[C@@H](N(C2=CC=CC=C12)C(CC)=O)C)=O 2-(3-(4-(2-((R)-2,4-dimethyl-3-oxopiperazin-1-yl)ethoxy)phenyl)ureido)-N-(4-(((2S,4R)-2-methyl-1-propionyl-1,2,3,4-tetrahydroquinolin-4-yl)amino)phenyl)acetamide